FC1(CC(C1)OC1=CC=C(C=C1)C1CN(C1)C(=O)OC(C)(C)C)F tert-Butyl 3-[4-(3,3-difluorocyclobutoxy)phenyl]azetidine-1-carboxylate